(6aR)-1-(2,2-dimethylmorpholino)-4-fluoro-3-(5-methyl-1H-indazol-4-yl)-12-oxo-6a,7,9,10-tetrahydro-12H-pyrazino[2,1-c]Pyrido[3,4-f][1,4]Oxazepine-8(6H)-carboxylic acid tert-butyl ester C(C)(C)(C)OC(=O)N1C[C@@H]2COC3=C(C(N2CC1)=O)C(=NC(=C3F)C3=C1C=NNC1=CC=C3C)N3CC(OCC3)(C)C